Ethyl 2-(2-fluoro-5-methylpyridin-3-yl)pyrazolo[1,5-a]pyrimidine-3-carboxylate FC1=NC=C(C=C1C1=NN2C(N=CC=C2)=C1C(=O)OCC)C